FC=1C(C(=CN2[C@@H](CC=3C=C(C(=NC3C21)OC)OCCCOC)C(C)C)C(=O)OCC)=O Ethyl (S)-11-fluoro-6-isopropyl-2-methoxy-3-(3-methoxypropoxy)-10-oxo-5,10-dihydro-6H-pyrido[1,2-h][1,7]naphthyridine-9-carboxylate